(1S)-1-(2-chloro-4-fluorophenyl)-2-(hydroxymethyl)cyclopropanecarbonitrile ClC1=C(C=CC(=C1)F)[C@]1(C(C1)CO)C#N